FC1(CN(CC1)C1=NC=CC(=C1NC(=O)C=1C=NC(=NC1)N1CC2(C1)CC(C2)OC)C2=C(C=CC=C2)F)F N-[2-(3,3-difluoropyrrolidin-1-yl)-4-(2-fluoro-phenyl)-3-pyridyl]-2-(6-methoxy-2-azaspiro[3.3]heptan-2-yl)pyrimidine-5-carboxamide